1-(benzo[d][1,3]dioxol-5-ylmethyl)-5-(2-((3-((2,4-difluorobenzyl)oxy)-3-phenylpropyl)sulfonyl)-6-methylpyrimidin-4-yl)-3-fluoropyridin O1COC2=C1C=CC(=C2)CN2CC(=CC(=C2)C2=NC(=NC(=C2)C)S(=O)(=O)CCC(C2=CC=CC=C2)OCC2=C(C=C(C=C2)F)F)F